N-(7-chloro-6-(1-((3S,4S)-4-hydroxy-3-methyltetrahydrofuran-3-yl)piperidin-4-yl)isoquinolin-3-yl)-2-(difluoromethyl)cyclopropane-1-carboxamide ClC1=C(C=C2C=C(N=CC2=C1)NC(=O)C1C(C1)C(F)F)C1CCN(CC1)[C@]1(COC[C@H]1O)C